7-bromo-1-isopropyl-2-methylquinolin-4(1H)-one BrC1=CC=C2C(C=C(N(C2=C1)C(C)C)C)=O